1-((1H-indol-3-yl)methyl)-N5-cyclopropyl-N3-methyl-2-oxo-1,2-dihydropyridine-3,5-dicarboxamide N1C=C(C2=CC=CC=C12)CN1C(C(=CC(=C1)C(=O)NC1CC1)C(=O)NC)=O